ClC1=CC=C(C=C1)C1=NN=C(O1)[C@@H]1CC[C@H](CO1)NC(COC=1C=NC(=CC1)C)=O N-[(3R,6S)-6-[5-(4-chlorophenyl)-1,3,4-oxadiazol-2-yl]oxan-3-yl]-2-[(6-methylpyridin-3-yl)oxy]acetamide